4-bromo-5-(methyl-13C)isoquinoline BrC1=CN=CC2=CC=CC(=C12)[13CH3]